CC1=CC=C(C=C1)C1=CC=C(C=C1)N 4'-methylbiphenyl-4-amine